FC1=C(C=CC(=C1)F)NC(OCC(COC=1C=2N(N=C(C1)C=1C(=NC(=NC1)OC(C)(C)C)OC(C)(C)C)C=CN2)(F)F)=O 3-((6-(2,4-di-tert-butoxypyrimidin-5-yl)imidazo[1,2-b]pyridazin-8-yl)oxy)-2,2-difluoropropyl (2,4-difluorophenyl)carbamate